C(C1=CC=CC=C1)NC1=C2N=CN(C2=NC(=N1)C1=CC(=CC=C1)NC)[C@H]1[C@@H]([C@@H]([C@H](O1)C(=O)NC)O)O (2S,3S,4R,5R)-5-(6-(benzylamino)-2-(3-(methylamino)phenyl)-9H-purin-9-yl)-3,4-dihydroxyl-N-methyltetrahydrofuran-2-carboxamide